phenoxy(pyrrolidin-1-yl)pyridazin-3(2H)-one O(C1=CC=CC=C1)C=1C(N(N=CC1)N1CCCC1)=O